5-[(3S)-2-(2,2-dimethylpropionyl)-1,2-oxazolidin-3-yl]-2-methylpyridine-3-carbonitrile CC(C(=O)N1OCC[C@H]1C=1C=C(C(=NC1)C)C#N)(C)C